dec-6-ene CCCCCC=CCCC